O1CCN(CC1)C=1C2=C(N=CN1)NC(=C2)C2=CC=C(C=C2)NC(=O)N2CCNCC2 N-(4-(4-morpholino-7H-pyrrolo[2,3-d]pyrimidin-6-yl)phenyl)piperazine-1-carboxamide